(1R,2R)-1-((2R,3R,4S,6S)-4-acetoxy-3-(2-acetoxyacetamido)-6-(methoxycarbonyl)-6-(p-tolylthio)tetrahydro-2H-pyran-2-yl)-3-(2-(4-ethynylphenyl)acetamido)propane-1,2-diyl diacetate C(C)(=O)O[C@H]([C@@H](CNC(CC1=CC=C(C=C1)C#C)=O)OC(C)=O)[C@@H]1O[C@@](C[C@@H]([C@H]1NC(COC(C)=O)=O)OC(C)=O)(SC1=CC=C(C=C1)C)C(=O)OC